BrC1=CC2=CC(=CC=C2C=C1)C=1SC2=C(C1)C=CC=C2 2-(2-bromo-naphthalen-7-yl)benzothiophene